11,14-dimethyl-7-oxo-5-{4-[(1-oxododecyl) oxy] butyl}-6-oxa-8,11,14-triazapentadec-1-yl dodecanoate C(CCCCCCCCCCC)(=O)OCCCCC(OC(NCCN(CCN(C)C)C)=O)CCCCOC(CCCCCCCCCCC)=O